CN(C=1C=C(C=C(C1)C(F)(F)F)C1CCC2(CNC2)CC1)C 7-(3-(Dimethylamino)-5-(trifluoromethyl)phenyl)-2-azaspiro[3.5]nonan